5-(2-butoxyphenyl)thio-3-(1-propylpiperidin-4-yl)-1H-indole propiolate C(C#C)(=O)O.C(CCC)OC1=C(C=CC=C1)SC=1C=C2C(=CNC2=CC1)C1CCN(CC1)CCC